ClC1=CC(=C(C=C1)C=1C=2N(N=C(C1)N1C[C@H](OCC1)C=1C=NN(C1)C1CC1)C(C(=C(N2)C)C)=O)F 9-(4-chloro-2-fluoro-phenyl)-7-[(2R)-2-(1-cyclopropylpyrazol-4-yl)morpholin-4-yl]-2,3-dimethyl-pyrimido[1,2-b]pyridazin-4-one